OC=1C2(N3C(=CC=C3C(C1C(=O)NCC(=O)O)=O)C1=CC=CC=C1)CCCCC2 (6'-Hydroxy-8'-oxo-3'-phenyl-8'H-spiro[cyclohexane-1,5'-indolizine]-7'-carbonyl)glycine